N[C@H]1[C@@H](CC(CC1)(F)F)O (1R,2R)-2-amino-5,5-difluorocyclohexan-1-ol